C(C1=CC=CC=C1)OC(=O)NCC1=C(N=NN1C)C=1N=C(C(=NC1)O[C@@H]1C[C@H](CC1)C(=O)OCC)C |r| (±)-Trans-ethyl 3-((5-(5-((((benzyloxy)carbonyl)amino)methyl)-1-methyl-1H-1,2,3-triazol-4-yl)-3-methylpyrazin-2-yl)oxy)cyclopentanecarboxylate